triazacyclotridecane-3-carbonitrile N1NN(CCCCCCCCCC1)C#N